O=C1NC=2C(=C3C(=NC2)N(C=C3)S(=O)(=O)C3=CC=CC=C3)C13CN(CC3)C(=O)OC(C)(C)C tert-Butyl 7-oxo-3-(phenylsulfonyl)-6,7-dihydro-3H-spiro[dipyrrolo[2,3-b:3',2'-d]pyridine-8,3'-pyrrolidine]-1'-carboxylate